4-fluoro-N-[7-methoxy-4-(morpholin-4-yl)-1H-1,3-benzodiazol-2-yl]benzamide FC1=CC=C(C(=O)NC2=NC3=C(N2)C(=CC=C3N3CCOCC3)OC)C=C1